C1C(CC12CNC2)C(=O)[O-] 6-azaspiro[3.3]heptane-2-carboxylate